C(CCCCCCCC)OC(C=C)=O acrylic acid nonyl ester